C(C)NC1=CC=C(C(=N1)F)C1=NN2C(OCCC2)=C1C(=O)N[C@@H]1C(NC2=C(C(=N1)C1=CC=CC=C1)C=CC=C2F)=O 2-[6-(ethylamino)-2-fluoropyridin-3-yl]-N-[(3S)-9-fluoro-2-oxo-5-phenyl-1,3-dihydro-1,4-benzodiazepine-3-yl]-6,7-dihydro-5H-pyrazolo[5,1-b][1,3]Oxazine-3-carboxamide